FC1=CC=C2C([C@H](CN3C2=C1C=C3)NC(OC(C)(C)C)=O)C tert-butyl ((5R)-9-fluoro-6-methyl-5,6-dihydro-4H-pyrrolo[3,2,1-ij]quinolin-5-yl)carbamate